4-(7-(2-cyano-3-phenylacrylamido)-1H-indol-3-yl)pyridin C(#N)C(C(=O)NC=1C=CC=C2C(=CNC12)C1=CC=NC=C1)=CC1=CC=CC=C1